methyl 2-(3,4-dichlorophenyl)-1-ethyl-6-methyl-5-(3-methylimidazol-4-yl)-4-oxo-pyridine-3-carboxylate ClC=1C=C(C=CC1Cl)C=1N(C(=C(C(C1C(=O)OC)=O)C=1N(C=NC1)C)C)CC